3-({[(4R)-7-[methyl-(4-propoxyphenyl)amino]-3,4-dihydro-2H-1-benzopyran-4-yl]methyl}amino)pyridine-4-carboxylic acid CN(C1=CC2=C([C@@H](CCO2)CNC=2C=NC=CC2C(=O)O)C=C1)C1=CC=C(C=C1)OCCC